1-(benzyloxy)-4-(4-iodobutyl)benzene C(C1=CC=CC=C1)OC1=CC=C(C=C1)CCCCI